O.[K] Kalium monohydrat